tert-butyl 6-[3-[(8-chloro-[1,2,4]triazolo[4,3-a]quinazolin-5-yl)-methyl-amino]phenyl]-2,6-diazaspiro[3.3]heptane-2-carboxylate ClC1=CC=C2C(=NC=3N(C2=C1)C=NN3)N(C=3C=C(C=CC3)N3CC1(CN(C1)C(=O)OC(C)(C)C)C3)C